NC1=NC(=NN2C1=NC=C2C=2C=C(C=CC2C)S(=O)(=O)N2CC1(C2)C(N(CC1)C)=O)C(F)(F)F 2-((3-(4-amino-2-(trifluoromethyl)imidazo[2,1-f][1,2,4]triazin-7-yl)-4-methylphenyl)sulfonyl)-6-methyl-2,6-diazaspiro[3.4]octan-5-one